tert-butyl 4-(difluoromethylene)-3-methylpiperidine-1-carboxylate FC(=C1C(CN(CC1)C(=O)OC(C)(C)C)C)F